CN1CCN(CC1)C(CN1C=CC2=CC(=CC=C12)B1OC(C(O1)(C)C)(C)C)=O 1-(4-methylpiperazin-1-yl)-2-(5-(4,4,5,5-tetramethyl-1,3,2-dioxaborolan-2-yl)-1H-indol-1-yl)ethan-1-one